(R)-N-(1-(4-methoxyphenyl)ethyl)-3,3-diphenyl-N-(2-(4-(prop-2-ynyl)piperazin-1-yl)ethyl)prop-2-en-1-amine COC1=CC=C(C=C1)[C@@H](C)N(CC=C(C1=CC=CC=C1)C1=CC=CC=C1)CCN1CCN(CC1)CC#C